NC1=C2C(=NC=N1)N(N=C2C=2C=CC(=C(C2)NS(=O)(=O)C)OC)[C@@H](CC)C=2C=C1N(C(C2C2=CC(=CC=C2)F)=O)C(=CS1)C (S)-N-(5-(4-amino-1-(1-(6-(3-fluorophenyl)-3-methyl-5-oxo-5H-thiazolo[3,2-a]pyridin-7-yl)propyl)-1H-pyrazolo[3,4-d]pyrimidin-3-yl)-2-methoxyphenyl)methanesulfonamide